8-bromo-5-chloropyrazolo[1,5-c]quinazoline BrC=1C=CC=2C=3N(C(=NC2C1)Cl)N=CC3